BrC=1C(=NC=C(N1)OCCC(C(C)(O[Si](CC)(CC)CC)C1=CC=C(C=C1)F)(F)F)Cl 3-bromo-2-chloro-5-((3,3-difluoro-4-(4-fluorophenyl)-4-((triethylsilyl)oxy)pentyl)oxy)pyrazine